3,5-dimethyl-N-(2,2,3,3-tetramethylbutyl)aniline CC=1C=C(NCC(C(C)(C)C)(C)C)C=C(C1)C